ClC=1C=C(C=CC1)N1CC(CC2=CC=CC=C12)NC(OC(C)(C)C)=O tert-butyl (1-(3-chlorophenyl)-1,2,3,4-tetrahydroquinolin-3-yl)carbamate